C(C)(C)(C)OC(=O)N1N=CC=C1OC(F)F 5-(difluoromethoxy)-1H-pyrazole-1-carboxylic acid tert-butyl ester